C1(CCCCCC1)[C@@H](C=1N=C2N(N=C(C=C2)CC2(C(N[C@@H](C2)C(F)(F)F)=O)C(=O)O)C1)NC(=O)C1=CC=NN1CC (5S)-3-((2-((S)-cycloheptyl(1-ethyl-1H-pyrazole-5-carboxamido)methyl)imidazo[1,2-b]pyridazin-6-yl)methyl)-2-oxo-5-(trifluoromethyl)pyrrolidine-3-carboxylic acid